5-tert-butyl 2-methyl 7,8-dihydro-4H-pyrazolo[1,5-a][1,4]diazepine-2,5(6H)-dicarboxylate N1=C(C=C2N1CCCN(C2)C(=O)OC(C)(C)C)C(=O)OC